4,4,5,5-tetramethyl-2-(spiro[fluorene-9,9'-xanthene]-2'-yl)-1,3,2-dioxaborolan CC1(OB(OC1(C)C)C1=CC=2C3(C4=CC=CC=C4OC2C=C1)C1=CC=CC=C1C=1C=CC=CC13)C